Kalium behenat C(CCCCCCCCCCCCCCCCCCCCC)(=O)[O-].[K+]